C(#N)C=1C=CC(=C(C(=O)N[C@H](CNC(=O)[C@@H]2OC(OCC2(C)C)(C)C)C)C1)F (R)-2,2,5,5-Tetramethyl-[1,3]dioxane-4-carboxylic acid [(S)-2-(5-cyano-2-fluoro-benzoylamino)-propyl]amide